CC1=C(C=NN1C1CCNCC1)[N+](=O)[O-] 4-(5-methyl-4-nitro-1H-pyrazol-1-yl)piperidine